indium Indole-3-acetic acid N1C=C(C2=CC=CC=C12)CC(=O)O.[In]